C(C)C1=CC2=C(N=N1)NC=C2 ethyl-7H-pyrrolo[2,3-c]pyridazine